benzyl (2S,5S)-4-(2-chloro-7-(naphthalen-1-yl)-5,6,7,8-tetrahydropyrido[3,4-d]pyrimidin-4-yl)-2-(cyanomethyl)-5-methylpiperazine-1-carboxylate ClC=1N=C(C2=C(N1)CN(CC2)C2=CC=CC1=CC=CC=C21)N2C[C@@H](N(C[C@@H]2C)C(=O)OCC2=CC=CC=C2)CC#N